C1=C(C=CC2=CC=CC=C12)C(C(=O)N)=C (E)-naphthalen-2-ylacrylamide